CO[C@@H](CCS(=O)(=O)N)C=C (S)-3-METHOXYPENT-4-ENE-1-SULFONAMIDE